Cl.CNCC(=O)O N-methylaminoacetic acid hydrochloride